ClC=1C(=C2C(=NC1)NC(=N2)C2=CC=C(C=C2)N2CCN(CC2)S(=O)(=O)C)NC2CCN(CC2)C 6-Chloro-N-(1-methylpiperidin-4-yl)-2-{4-[4-(methylsulfonyl)piperazin-1-yl]phenyl}-3H-imidazo[4,5-b]pyridin-7-amine